N=C1C(C(C2=CC=CC=C2)N)C=CC=C1 2-iminobenzhydrylamine